2-amino-2-methylpropionitrile hydrochloride Cl.NC(C#N)(C)C